C(C1=CC=CC=C1)CC(O)(CCC1=CC=C(C=C1)F)CCC1=C(C=CC=C1)I benzyl-(2-iodophenethyl)-1-(4-fluorophenethyl)ethanol